C(C)(C)(C)OC(=O)N1CSC([C@H]1C(=O)O)(C)C (R)-3-(tert-butoxycarbonyl)-5,5-dimethylthiazolidine-4-carboxylic acid